(S)-2-(((2R,3S,4R,5R)-5-(6-amino-2-chloro-9H-purin-9-yl)-3,4-dihydroxytetrahydrofuran-2-yl)methoxy)-2-(2-aminothiazol-4-yl)-3-phenylpropanoic acid NC1=C2N=CN(C2=NC(=N1)Cl)[C@H]1[C@@H]([C@@H]([C@H](O1)CO[C@@](C(=O)O)(CC1=CC=CC=C1)C=1N=C(SC1)N)O)O